2-(6-bromohexyl)-3-chlorothiophene BrCCCCCCC=1SC=CC1Cl